[2H]C([2H])([C@@H]1[C@H]([C@@H]([C@H](C(O1)O)O)O)O)O D-glucose-6,6-D2